C(C)N1C(=NC(=C1)C(F)(F)F)C1=C(C=C(CN2C=3N(CCC2=O)N=C(C3)C3=C(C=NN3C(C)C)C=O)C=C1)F 5-(4-(4-(1-ethyl-4-(trifluoromethyl)-1H-imidazol-2-yl)-3-fluorobenzyl)-5-oxo-4,5,6,7-tetrahydropyrazolo[1,5-a]pyrimidin-2-yl)-1-isopropyl-1H-pyrazole-4-carbaldehyde